C1(CC1)N(CCC)CC1=CC(=C(C(=C1)O)N1CC(NS1(=O)=O)=O)F 5-[4-[[cyclopropyl(propyl)amino]methyl]-2-fluoro-6-hydroxy-phenyl]-1,1-dioxo-1,2,5-thiadiazolidin-3-one